ClC=1C=CC(=C(C1)NC1=NC=NC2=CC(=C(C=C12)[N+](=O)[O-])F)F N-(5-chloro-2-fluorophenyl)-7-fluoro-6-nitroquinazolin-4-amine